2,3-dichloro-5-(isopropylamino)benzoic acid ClC1=C(C(=O)O)C=C(C=C1Cl)NC(C)C